FC1=CC=C(C=C1)C1=C(N(C=N1)C(C)C)C=1NC=C(N1)C(=O)NC1=CC=C(C=C1)N1CCN(CC1)C([2H])([2H])[2H] 2-[5-(4-fluorophenyl)-3-isopropyl-imidazol-4-yl]-N-[4-[4-(trideuteriomethyl)piperazin-1-yl]phenyl]-1H-imidazole-4-carboxamide